2-[7-(ethoxycarbonyl)-1-oxo-1,2,5,6,7,8-hexahydro-2,7-naphthyridin-2-yl]ethan-1-amine hydrochloride Cl.C(C)OC(=O)N1CCC=2C=CN(C(C2C1)=O)CCN